N1CCNCC2=C1C=CS2 thieno-1,4-diazepane